C(CCCCCCCCCCCCCCC)[Si](OCCOC)(CCCCCCCCCCCCCCCC)CCCCCCCCCCCCCCCC trihexadecyl-(2-methoxyethoxy)silane